(trifluoromethylsulfonyloxy)-bicyclo[2.2.1]hept-5-ene-2,3-dicarboximide FC(S(=O)(=O)OC12C3C(C(C=C1)C2)C(NC3=O)=O)(F)F